C1=C(C=CC2=CC=CC=C12)S[O-] 2-naphthalenesulfenate